1-chloro-6,7-diethoxyisoquinolinium ClC1=[NH+]C=CC2=CC(=C(C=C12)OCC)OCC